6-[6-[4-[2-(aminomethyl)-3,3-difluoro-allyl]-5-oxo-tetrazol-1-yl]-5-methyl-2-pyridyl]-8-methyl-3,4-dihydro-1H-quinolin-2-one trifluoroacetate FC(C(=O)O)(F)F.NCC(CN1N=NN(C1=O)C1=C(C=CC(=N1)C=1C=C2CCC(NC2=C(C1)C)=O)C)=C(F)F